C(CCCCCCC)(=O)OCC(O)CO monoglycerol monooctanoate